O=CCC=O beta-ketopropanal